C(C)(C)(C)OC(=O)N1[C@@H](C[C@H](C1)NC(=O)N1CC(CC1)C1=CC(=CC=C1)OC(F)(F)F)CN1N=CC=C1.BrCC(=O)C=1SC(=CC1)F 2-bromo-1-(5-fluorothiophen-2-yl)ethan-1-one tert-butyl-(2S,4R)-2-((1H-pyrazol-1-yl)methyl)-4-(3-(3-(trifluoromethoxy)-phenyl)pyrrolidine-1-carboxamido)pyrrolidine-1-carboxylate